(4-((3-cyclopropyl-1H-1,2,4-triazol-1-yl)sulfonyl)phenyl)(4-(2-methoxy-phenyl)piperazin-1-yl)methanone C1(CC1)C1=NN(C=N1)S(=O)(=O)C1=CC=C(C=C1)C(=O)N1CCN(CC1)C1=C(C=CC=C1)OC